C(CC\C=C/CCCCC)C(CNC(CCCCCCC(=O)OCCCCCCCCCC)CCCCCCCCCC)CCC\C=C/CCCCC decyl 8-{[(6Z)-2-[(4Z)-dec-4-en-1-yl]dodec-6-en-1-yl]amino}octadecanoate